F[C@H]1[C@@H]2CC[C@H](C[C@H]1N(C=1N=CC(=NC1)C1=C(C=C(C=C1)C1=CC(N(C=C1)C)=O)O)C)N2 4-(4-(5-(((1S,2S,3R,5R)-2-fluoro-8-azabicyclo[3.2.1]octan-3-yl)(methyl)amino)pyrazin-2-yl)-3-hydroxyphenyl)-1-methylpyridin-2(1H)-one